FC(C1=NC=CC(=N1)OC[C@@H]1CC[C@@]2(CCCN12)COC(C1=CC=CC=C1)(C1=CC=CC=C1)C1=CC=CC=C1)(F)F (3S,7aS)-3-(((2-(trifluoromethyl)pyrimidin-4-yl)oxy)methyl)-7a-((trityloxy)methyl)hexahydro-1H-pyrrolizine